NC(C(C)(C)C1=CC=C(C(=O)OCC)C=C1)=O 2-Ethyl 4-(2-amino-1,1-dimethyl-2-oxo-ethyl)benzoate